(E)-ethyl 4-(3-bromo-4-(3-(2-chloropyridin-4-yl)acryloyloxy)-5-methoxyphenyl)-6-methyl-2-thioxo-1,2,3,4-tetrahydropyrimidine-5-carboxylate BrC=1C=C(C=C(C1OC(\C=C\C1=CC(=NC=C1)Cl)=O)OC)C1NC(NC(=C1C(=O)OCC)C)=S